6-[4-Fluoro-2-(piperidin-4-yl)-1,3-benzothiazol-6-yl]-2-methylimidazo[1,2-b]pyridazin FC1=CC(=CC2=C1N=C(S2)C2CCNCC2)C=2C=CC=1N(N2)C=C(N1)C